NC(C(=O)O)(CCCCB(O)O)CCN1CCN(CC1)CCOC 2-amino-6-borono-2-(2-(4-(2-methoxyethyl)piperazin-1-yl)ethyl)hexanoic acid